S(SC(CO)(C)C)C(CO)(C)C 2,2'-disulfanediylbis(2-methylpropan-1-ol)